5-[3-[tert-Butyl(dimethyl)silyl]oxypropylcarbamoylamino]-3-[[5-(cyclopropylcarbamoyl)-2-fluoro-phenyl]methoxy]isothiazole-4-carboxamide [Si](C)(C)(C(C)(C)C)OCCCNC(=O)NC1=C(C(=NS1)OCC1=C(C=CC(=C1)C(NC1CC1)=O)F)C(=O)N